COC(=O)C1=CC=CC(=N1)SSC1=CC=CC(=N1)C(=O)OC methyl 6-[(6-methoxycarbonyl-2-pyridyl)disulfanyl]pyridine-2-carboxylate